(+)-trans-2-(2-chloro-4-trifluoromethylphenyl)-5,7-dihydroxy-8-(2-hydroxymethyl-1-methylpyrrolidin-3-yl)-benzopyran-4-one hydrochloride Cl.ClC1=C(C=CC(=C1)C(F)(F)F)C=1OC2=C(C(C1)=O)C(=CC(=C2[C@H]2[C@@H](N(CC2)C)CO)O)O